CC1=C(C(=CC=C1)C)C1=CC2=C(N=C(S2)NC(=O)[C@H]2[C@H](C2)F)C=C1 (1S,2S)-N-(6-(2,6-dimethylphenyl)benzo[d]thiazol-2-yl)-2-fluorocyclopropane-1-carboxamide